FC(C1=C(C=CC=2S(CC(C21)=O)(=O)=O)OC=2C=C(C#N)C=C(C2)F)F 3-((4-(Difluoromethyl)-1,1-dioxido-3-oxo-2,3-dihydrobenzo[b]thiophen-5-yl)oxy)-5-fluorobenzonitrile